7-(3-Methylindolin-1-yl)thiazolo[5,4-d]pyrimidine-2-carboxylic acid ethyl ester C(C)OC(=O)C=1SC=2N=CN=C(C2N1)N1CC(C2=CC=CC=C12)C